NC(C)C1=C2CN(C(C2=CC(=C1)Cl)=O)C1CC2=CC=CC=C2C1 4-(1-aminoethyl)-6-chloro-2-(2,3-dihydro-1H-inden-2-yl)isoindolin-1-one